C(C)(C)(C)C1N(C=CCC1)C(=O)OOS(=O)(=O)C(F)(F)F (((trifluoromethyl) sulfonyl) oxy) tert-butyl-3,4-dihydropyridine-1(2H)-carboxylate